6-tert-butyl-9-[2-(cyclopropylmethylamino) pyrimidin-5-yl]-10-methoxy-2-oxo-6,7-dihydro-2H-pyrido[2,1-a]isoquinoline-3-carboxylate C(C)(C)(C)C1N2C(C3=CC(=C(C=C3C1)C=1C=NC(=NC1)NCC1CC1)OC)=CC(C(=C2)C(=O)[O-])=O